[Cl-].C(C)(C)(C)[PH2+]C1=CC=CC=2CC(OC21)(C)C tert-butyl-(2,3-dihydro-2,2-dimethylbenzofuran-7-yl)phosphonium chloride